N[C@@H]1CC[C@H](CC1)C(C)(C)O 2-(trans-4-aminocyclohexyl)propane-2-ol